CC=1C(=C(C=CC1)CC(=O)OCC)C1CCC(CC1)OC(C(F)(F)F)C ethyl 2-(3-methyl-2-((1r,4r)-4-((1,1,1-trifluoropropan-2-yl)oxy)cyclohexyl)phenyl)acetate